racemic-tert-butyl methyl((1R,2R,4S,6S)-6-((6-(1-methyl-1H-pyrazol-4-yl)pyrazolo[1,5-a]pyrazin-4-yl)oxy)bicyclo[2.2.1]heptan-2-yl)carbamate CN(C(OC(C)(C)C)=O)[C@H]1[C@@H]2[C@H](C[C@H](C1)C2)OC=2C=1N(C=C(N2)C=2C=NN(C2)C)N=CC1 |r|